tert-butyl (R)-(7-hydroxy-5,6,7,8-tetrahydronaphthalen-1-yl)carbamate O[C@@H]1CCC=2C=CC=C(C2C1)NC(OC(C)(C)C)=O